4-((1-((benzyloxy)carbonyl)piperidin-4-yl)methyl)piperazine-1-carboxylic acid tert-butyl ester C(C)(C)(C)OC(=O)N1CCN(CC1)CC1CCN(CC1)C(=O)OCC1=CC=CC=C1